N-(1-(4-nitrophenyl)-2-(tert-butylamino)-2-oxoethyl)-N-(3-sulfamoylphenyl)propiolamide [N+](=O)([O-])C1=CC=C(C=C1)C(C(=O)NC(C)(C)C)N(C(C#C)=O)C1=CC(=CC=C1)S(N)(=O)=O